CN1CCC(CC1)N1N=C(C=C1)N 1-(1-methyl-4-piperidyl)pyrazol-3-amine